C(C)N1CCN(CC1)C=1C=C(C=O)C=CC1 3-(4-ethylpiperazin-1-yl)benzaldehyde